[(2S)-6,6-dimethylmorpholin-2-yl]methanol CC1(O[C@@H](CNC1)CO)C